FC(C1=CC(=NC=C1)NC(=O)C1=CC=C(C=C1)C1=NNC=C1C(=O)N)(F)F 3-(4-((4-(trifluoromethyl)pyridin-2-yl)carbamoyl)phenyl)-1H-pyrazole-4-carboxamide